S1C=NC2=C1C=C(C=C2)S(=O)(=O)N2CC1=C(C2)CN(C1)C([C@H](CO)C1=CC=CC=C1)=O (S)-1-(5-(benzo[d]thiazol-6-ylsulfonyl)-3,4,5,6-tetrahydropyrrolo[3,4-c]pyrrol-2(1H)-yl)-3-hydroxy-2-phenylpropan-1-one